C[C@H]1CN(C[C@H]2N1CCNC2)C2=C1C=CC=NC1=C(C=C2)C#N 5-[(4S,9aS)-4-methyl-1,3,4,6,7,8,9,9a-octahydropyrazino[1,2-a]pyrazin-2-yl]quinoline-8-carbonitrile